C(C)C1N(C(C(=C1)O)=O)CCCOC ethyl-4-hydroxy-1-(3-methoxypropyl)-5-oxo-2,5-dihydro-1H-pyrrole